NC1=C(C(N(C2=CC(=CC=C12)C(F)(F)F)C1=CC=C(C=C1)[C@@H](C)O)=O)C(=O)OC methyl 4-amino-1-(4-(1-(R)-hydroxyethyl)phenyl)-2-oxo-7-(trifluoromethyl)-1,2-dihydroquinoline-3-carboxylate